FC1=C(C(=O)OC)C=C(C(=C1)C)C=1C=C(C=2N(C1)N=C(N2)C(=C)C)N2CCOCC2 methyl 2-fluoro-4-methyl-5-(8-morpholino-2-(prop-1-en-2-yl)-[1,2,4]triazolo[1,5-a]pyridin-6-yl)benzoate